N-(2-(3-(dimethylamino)propoxy)-5-(3'-methyl-2'-oxo-2',3'-dihydrospiro[cyclopropane-1,1'-pyrrolo[2,3-c]quinolin]-8'-yl)pyridin-3-yl)benzenesulfonamide CN(CCCOC1=NC=C(C=C1NS(=O)(=O)C1=CC=CC=C1)C1=CC=2C3=C(C=NC2C=C1)N(C(C31CC1)=O)C)C